(+/-)-2-hydroxy-3-(pyridin-2-yl)propanenitrile O[C@@H](C#N)CC1=NC=CC=C1 |r|